N(=C=O)CCOC(C=1C(C(=O)OCCN=C=O)=CC=CC1)=O phthalic acid bis-isocyanatoethyl ester